ClC=1C=C2C(=NC(=NC2=C(C1C1=CC=C(C=2SC(=C(C21)C#N)NC(OC(C)(C)C)=O)F)F)OC[C@]21CCCN1C[C@@H](C2)F)C2CC2 tert-butyl (4-(6-chloro-4-cyclopropyl-8-fluoro-2-(((2R,7aS)-2-fluorotetrahydro-1H-pyrrolizin-7a(5H)-yl)methoxy)quinazolin-7-yl)-3-cyano-7-fluorobenzo[b]thiophen-2-yl)carbamate